[K].N1CCOCC1 morpholine potassium salt